1H-1,3-benzodiazol N1C=NC2=C1C=CC=C2